C1(CC1)C=1C=C(C=NC1)B(O)O (5-cyclopropyl-3-pyridyl)boronic acid